4-aminopropylimidazole NCCCC=1N=CNC1